5-(5-chloro-2-((3-hydroxy-1-(hydroxymethyl)cyclobutyl)amino)pyridin-4-yl)-1-(2-fluorobenzyl)-1,5-dihydro-4H-pyrazolo[4,3-c]pyridin-4-one ClC=1C(=CC(=NC1)NC1(CC(C1)O)CO)N1C(C2=C(C=C1)N(N=C2)CC2=C(C=CC=C2)F)=O